ClC=1C=CC=C2C(=NC(=NC12)C1=CC=C(OCCOC2CC(C2)C(=O)O)C=C1)C 3-[2-[4-(8-Chloro-4-methyl-quinazolin-2-yl)phenoxy]ethoxy]cyclobutanecarboxylic acid